pentacos-16-en-8-amine CCCCCCCC(CCCCCCCC=CCCCCCCCC)N